(4-hydroxy-2,2,6,6-tetramethyl-1-piperidyl-ethanol) succinate C(CCC(=O)O)(=O)O.OC1CC(N(C(C1)(C)C)C(C)O)(C)C